(5-bromo-1-(tetrahydro-2H-pyran-2-yl)-1H-pyrazole-3-carbonyl)-N-(3-fluorobenzyl)-8-azabicyclo[3.2.1]octane-3-carboxamide BrC1=CC(=NN1C1OCCCC1)C(=O)C12CC(CC(CC1)N2)C(=O)NCC2=CC(=CC=C2)F